ClC1=CC(=NC(=N1)N1N=C(C=C1C)C)N1CCOCC1 4-(6-chloro-2-(3,5-dimethyl-1H-pyrazol-1-yl)pyrimidin-4-yl)morpholine